N1C(=NC2=C1C=CC=C2)C2(NC1=CC=CC=C1C(=N2)NCCN(CC)CC)N 2-(1H-benzo[d]imidazol-2-yl)-N4-(2-(diethylamino)ethyl)quinazoline-2,4-diamine